methyl 2-oxo-1-(thiophen-2-ylmethyl)-2,3-dihydro-1H-thieno[2,3-b][1,4]thiazine-6-carboxylate O=C1N(C2=C(SC1)SC(=C2)C(=O)OC)CC=2SC=CC2